C(C)(C)(C)OC(=O)N1C[C@@H](CCC1)NC=1C2=C(N=CN1)NC=C2C(C2=C(C=C(C=C2)OC2=CC=CC=C2)Cl)=O (R)-3-((5-(2-chloro-4-phenoxybenzoyl)-7H-pyrrolo[2,3-d]pyrimidin-4-yl)amino)piperidine-1-carboxylic acid tert-butyl ester